2-(6-(4,4-dimethylpiperidin-1-yl)-2-methylpyridin-3-yl)spiro[3.3]heptane-2,6-diamine CC1(CCN(CC1)C1=CC=C(C(=N1)C)C1(CC2(C1)CC(C2)N)N)C